N1(CCOCC1)SSC=1S(C2=C(N1)C=CC=C2)(=S)=S 2-(morpholinyldithio)benzothiazole disulfide